2-((4-(2-(2,4-dichlorophenyl)-4-fluoro-2H-chromen-8-yl)piperidin-1-yl)methyl)-3-(((S)-oxabutane-2-yl)methyl)-3H-imidazo[4,5-b]pyridine-5-carboxylic acid ClC1=C(C=CC(=C1)Cl)C1OC2=C(C=CC=C2C(=C1)F)C1CCN(CC1)CC1=NC=2C(=NC(=CC2)C(=O)O)N1C[C@@H](O)CC